methyl 4,4-dimethylcyclohexanecarboxylate CC1(CCC(CC1)C(=O)OC)C